methyl 3-benzylthio-5-chloro-4-methoxy-benzoate C(C1=CC=CC=C1)SC=1C=C(C(=O)OC)C=C(C1OC)Cl